N-(3-chloro-2-fluorophenyl)-7-((3-methyl-1-(oxetan-3-yl)pyrrolidin-3-yl)ethynyl)-6-nitroquinazolin-4-amine ClC=1C(=C(C=CC1)NC1=NC=NC2=CC(=C(C=C12)[N+](=O)[O-])C#CC1(CN(CC1)C1COC1)C)F